Ethyl (S)-3-((tert-butoxycarbonyl)amino)-3-(5-chloro-4,4'-difluoro-2'-(hex-5-en-1-yl)-6'-methyl-[1,1'-biphenyl]-3-yl)propanoate C(C)(C)(C)OC(=O)N[C@@H](CC(=O)OCC)C=1C=C(C=C(C1F)Cl)C1=C(C=C(C=C1C)F)CCCCC=C